FC(C=1C=C(C=CC1)C1=CN=C2N1N=C(C=C2)NC)(F)F [[3-[3-(trifluoromethyl)phenyl]imidazo[1,2-b]pyridazin-6-yl]amino]methane